(R)-N-[(1S)-5-cyano-1,3-dihydrospiro[indene-2,4'-piperidin]-1-yl]-2-methylpropan-2-sulfinamide C(#N)C=1C=C2CC3(CCNCC3)[C@@H](C2=CC1)N[S@](=O)C(C)(C)C